(E)-3,7-dimethylocta-2,6-diene C\C(=C/C)\CCC=C(C)C